ClC1=C(C=CC2=CN(N=C12)C(F)F)B1OC(C(O1)(C)C)(C)C 7-chloro-2-(difluoromethyl)-6-(4,4,5,5-tetramethyl-1,3,2-dioxaborolan-2-yl)-2H-indazole